OC(C(=O)OC(C)CC)(C)C Sec-butyl alpha-hydroxyisobutyrate